ClC=1C=C(C=C(C1)Cl)C1=NC(=CC(=C1)CN1CCC(CC1)CC(=O)N)OC=1C=NC(=NC1)N1CCNCC1 2-(1-((2-(3,5-dichlorophenyl)-6-((2-(piperazin-1-yl)pyrimidin-5-yl)oxy)pyridin-4-yl)methyl)piperidin-4-yl)acetamide